(R)-2-(((chlorocarbonyl)oxy)methyl)pyrrolidine-1-carboxylic acid tert-butyl ester C(C)(C)(C)OC(=O)N1[C@H](CCC1)COC(=O)Cl